3-(acrylamido)-phenylboronic acid C(C=C)(=O)NC=1C=C(C=CC1)B(O)O